4-cyano-4-[(dodecylsulfocarbonyl)sulfoamino]pentanol C(#N)C(CCCO)(C)N(S(=O)(=O)O)C(=O)S(=O)(=O)OCCCCCCCCCCCC